tert-butyl N-[(1S,3R)-3-[[3-[N'-(2-ethyl-4-hydroxy-phenyl)carbamimidoyl]-6-(2-methylsulfanylphenyl)pyrrolo[1,2-b]pyridazin-4-yl]amino]cyclopentyl]carbamate C(C)C1=C(C=CC(=C1)O)N=C(N)C1=C(C=2N(N=C1)C=C(C2)C2=C(C=CC=C2)SC)N[C@H]2C[C@H](CC2)NC(OC(C)(C)C)=O